FC(OC1=C(C=C(C=C1)N1C2=C(C=C(C1=O)C1=CN(C(C=C1)=O)C)SC(=N2)OCC)C)F 4-(4-(difluoromethoxy)-3-methylphenyl)-2-ethoxy-6-(1-methyl-6-oxo-1,6-dihydropyridin-3-yl)thiazolo[4,5-b]pyridin-5(4H)-one